(cis)-tert-butyl 3,3-difluorohexahydro-1H-pyrrolo[3,2-c]pyridine-5(6H)-carboxylate FC1(CN[C@H]2[C@@H]1CN(CC2)C(=O)OC(C)(C)C)F